C(C)C1(OC2=C(C(C1)=O)C=C(C=C2)C2=NOC(=N2)C=2C=NC=CC2C(F)(F)F)CC 2,2-diethyl-6-{5-[4-(trifluoromethyl)pyridin-3-yl]-1,2,4-oxadiazol-3-yl}-3,4-dihydro-2H-1-benzopyran-4-one